[N+](=O)([O-])C1=CC=C(OC=2C=C3C(=NC2)NC=C3)C=C1 5-(4-nitrophenoxy)-1H-pyrrolo[2,3-b]pyridine